2-hydroxy-4-n-octyloxydiBenzophenone OC1(C(C(=O)C2=CC=CC=C2)C=CC(=C1)CCCCCCCC)OC1=C(C(=O)C2=CC=CC=C2)C=CC=C1